NC1=C(C=C(C=C1)C1=NN(C2=NC=NC(=C21)N)C(C)C)Cl 3-(4-amino-3-chlorophenyl)-1-isopropyl-1H-pyrazolo[3,4-d]Pyrimidine-4-amine